ClC1=CC=C(C=C1)[C@H](NC(=O)[C@H]1NC(NC1)=O)C1=CC2=C(N=C(S2)C)C=C1 (S)-N-((S)-(4-chlorophenyl)(2-methylbenzo[d]thiazol-6-yl)methyl)-2-oxo-imidazolidine-4-carboxamide